[Si](C)(C)(C(C)(C)C)OCCO 2-{[tert-butyl(dimethyl)silyl]oxy}ethanol